(1S,4S)-4-((6-fluoro-5-(1-(2-fluoroethyl)-1H-benzo[d][1,2,3]triazol-6-yl)-4-(methoxy-d3)pyrrolo[2,1-f][1,2,4]triazin-2-yl)amino)-1-methylcyclohexan-1-ol FC=1C(=C2C(=NC(=NN2C1)NC1CCC(CC1)(O)C)OC([2H])([2H])[2H])C=1C=CC2=C(N(N=N2)CCF)C1